P(=O)(=O)[NH3+] phospho-ammonium